N-(2-methyl-[1,1'-biphenyl]-3-yl)-4,5,6,7-tetrahydrothieno[2,3-c]pyridine-2-carboxamide CC1=C(C=CC=C1NC(=O)C1=CC2=C(CNCC2)S1)C1=CC=CC=C1